(4S)-7-chloro-6-(3-chloro-6-methoxy-2-pyridyl)-1,4-dimethyl-8-(trifluoromethyl)-4H-[1,2,4]triazolo[4,3-a][1,4]benzodiazepine ClC1=C(C=CC2=C1C(=N[C@H](C=1N2C(=NN1)C)C)C1=NC(=CC=C1Cl)OC)C(F)(F)F